N-allyl-1-octanamine C(C=C)NCCCCCCCC